N-(Phenyl-2,3,4,5,6-d5)benzen-2,3,4,3,6-d5-amine C1(=C(C(=C(C(=C1[2H])[2H])[2H])[2H])[2H])NC=1C(C(C(=CC1[2H])[2H])([2H])[2H])[2H]